FC1=C(C=C(C(=C1[C@H](CC(=O)O)NC(C(CC(C)C)N1C(C=C(C(=C1)CCCN(C)C)C(F)(F)F)=O)=O)F)C)C1=C(C=C(C=C1C)C)C (3S)-3-(2,4-difluoro-2',4',5,6'-tetramethyl-[1,1'-biphenyl]-3-yl)-3-(2-(5-(3-(dimethylamino)propyl)-2-oxo-4-(trifluoromethyl)pyridin-1(2H)-yl)-4-methylpentanamido)propanoic acid